C1(CC1)C[C@@H](C(=O)N[C@@H](CC1=CC=CC=C1)C(=O)OCC1=CC=CC=C1N1C=CNCCNCCNCCNCC1)NC(C[C@H]1N(C(CC1)=O)CC1=C(C(=CC(=C1)F)F)F)=O 1,4,7,10,13-pentaazacyclopentadecaneNBenzyl ((S)-3-cyclopropyl-2-(2-((S)-5-oxo-1-(2,3,5-trifluorobenzyl)pyrrolidin-2-yl)acetamido)propanoyl)-L-phenylalaninate